1-[3-(2,4-dioxohexahydropyrimidin-1-yl)-1-methyl-indazol-6-yl]piperidine-4-carboxylic acid O=C1N(CCC(N1)=O)C1=NN(C2=CC(=CC=C12)N1CCC(CC1)C(=O)O)C